OCC1=CC=C(C=C1)N=NC1=CC=C(C=C1)CO 4,4'-dihydroxymethylazobenzene